3-benzyloxy-4-methoxybenzyl chloride triphenylphosphonium salt C1(=CC=CC=C1)[PH+](C1=CC=CC=C1)C1=CC=CC=C1.C(C1=CC=CC=C1)OC=1C=C(CCl)C=CC1OC